C(CCC)OC(COC=1C2=CC=CC=C2C(=C2C=CC=CC12)OCC(C)OCCCC)C 9,10-bis(2-butoxypropoxy)anthracene